1-(7-(4-((3-methyl-4-((1-methyl-1H-benzo[d][1,2,3]triazol-5-yl)oxy)phenyl)amino)pyrido[3,2-d]pyrimidin-6-yl)-2,7-diazaspiro[4.4]nonan-2-yl)prop-2-en-1-one CC=1C=C(C=CC1OC1=CC2=C(N(N=N2)C)C=C1)NC=1C2=C(N=CN1)C=CC(=N2)N2CC1(CCN(C1)C(C=C)=O)CC2